(3Z)-1-bromo-12,12-dibutoxy-3-dodecene BrCC\C=C/CCCCCCCC(OCCCC)OCCCC